3-(5-(((1R,2S)-2-((1-oxaspiro[3.5]nonan-7-yl)amino)cyclohexyl)methyl)-1-oxoisoindolin-2-yl)piperidine-2,6-dione O1CCC12CCC(CC2)N[C@@H]2[C@H](CCCC2)CC=2C=C1CN(C(C1=CC2)=O)C2C(NC(CC2)=O)=O